BrC1=CC(=C(S1)CNC(OC(C)(C)C)=O)F tert-butyl ((5-bromo-3-fluorothiophen-2-yl)methyl)carbamate